O=C1NC(CCC1N1C(C2=CC=C(C=C2C1=O)NCCCCOCCCCCCCCOC1=CC=C(C=C1)C(C)(C)C1=CC=C(OCC2=CC=CC(=N2)NS(=O)(=O)C)C=C1)=O)=O N-(6-((4-(2-(4-((8-(4-((2-(2,6-dioxopiperidin-3-yl)-1,3-dioxoisoindolin-5-yl)amino)butoxy)octyl)oxy)phenyl)propan-2-yl)phenoxy)methyl)pyridin-2-yl)methanesulfonamide